(3R)-1-(4-(7-Cyclopropyl-5-[(1R)-1-methyl-1,2,3,4-tetrahydroisoquinoline-2-carbonyl]-pyrazolo[1,5-a]pyrimidin-2-yl)-3-fluorophenyl)pyrrolidine-3-carbonitrile C1(CC1)C1=CC(=NC=2N1N=C(C2)C2=C(C=C(C=C2)N2C[C@@H](CC2)C#N)F)C(=O)N2[C@@H](C1=CC=CC=C1CC2)C